methyl 2-((2R,3S,4S,5R)-3-(3,4-difluoro-2-methoxyphenyl)-4,5-dimethyl-5-(trifluoromethyl)tetrahydrofuran-2-yl)-5-methoxy-6-methyl-4-oxo-1,4-dihydropyridine-3-carboxylate FC=1C(=C(C=CC1F)[C@H]1[C@@H](O[C@]([C@H]1C)(C(F)(F)F)C)C=1NC(=C(C(C1C(=O)OC)=O)OC)C)OC